FS=N Fluorosulfimide